Trifluoropropene C=CC(F)(F)F